benzotriazole-1-nitrile N1(N=NC2=C1C=CC=C2)C#N